(1S,2R,3R,4R)-1-(aminomethyl)-4-(isoxazol-5-ylamino)-6,8-dioxabicyclo[3.2.1]octane-2,3-diol NC[C@@]12[C@@H]([C@@H]([C@H](C(OC1)O2)NC2=CC=NO2)O)O